phosphonic acid bis(difluoroethyl) ester FC(COP(OCC(F)F)=O)F